COC1=CC=C(CN(C=2C=CC(=C(C2)C2OC=C(C(C2)=O)C(=O)OC)C(F)(F)F)CC2=CC=C(C=C2)OC)C=C1 methyl 2-(5-(bis(4-methoxybenzyl)amino)-2-(trifluoromethyl)phenyl)-4-oxo-3,4-dihydro-2H-pyran-5-carboxylate